(2S,11aR)-2-Hydroxy-8-methyl-6-(pyrrolidin-1-yl)-2,3,11,11a-tetrahydro-1H,5H-benzo[f]pyrrolo[2,1-c][1,4]oxazepin-5-one O[C@H]1C[C@@H]2COC3=C(C(N2C1)=O)C(=CC(=C3)C)N3CCCC3